F[C@H]1CN(CC1)C=1N=CC(=NC1)C=1SC=2C(N(CCC2N1)C(=O)OC(C)(C)C)=O tert-butyl (R)-2-(5-(3-fluoropyrrolidin-1-yl)pyrazin-2-yl)-4-oxo-6,7-dihydrothiazolo[5,4-c]pyridine-5(4H)-carboxylate